FC1=C(C[N+]2=CC3=C(C=C2)N=CN3)C=C(C(=C1)F)F 5-(2,4,5-trifluorobenzyl)-3H-imidazo[4,5-c]pyridin-5-ium